8-chloro-3-(3-chloro-2-methylphenyl)imidazo[1,5-a]pyrazine ClC=1C=2N(C=CN1)C(=NC2)C2=C(C(=CC=C2)Cl)C